C1(CC1)N1C(=NC(=C1)C(F)(F)F)C1=C(C=C(C=C1)CN1C(C=CC2=C1N=C(N=C2C)C=2C(=NC=NC2OC)C2CC2)=O)OC 8-({4-[1-cyclopropyl-4-(trifluoromethyl)imidazol-2-yl]-3-methoxyphenyl}methyl)-2-(4-cyclopropyl-6-methoxypyrimidin-5-yl)-4-methylpyrido[2,3-d]pyrimidin-7-one